N-[(cyano(pyridin-2-yl)methyleneaminooxy)(dimethylamino)methylene]-N-morpholinomethanaminium hexafluorophosphate F[P-](F)(F)(F)(F)F.C(#N)C(C1=NC=CC=C1)=NOC(=[N+](C)N1CCOCC1)N(C)C